OC1=CC=C(C(=O)OC(C)(CCCC(C=C)C)C)C=C1 2,6-dimethyloct-7-en-2-yl 4-hydroxybenzoate